6-[6-(Difluoromethyl)pyridin-3-yl]-2-(3-fluorophenyl)-N-[(2R)-3-hydroxy-3-methylbutan-2-yl]-3-oxo-2,3-dihydropyridazine-4-carboxamide FC(C1=CC=C(C=N1)C=1C=C(C(N(N1)C1=CC(=CC=C1)F)=O)C(=O)N[C@H](C)C(C)(C)O)F